C(C)(C)(C)OC(=O)N1C(CCC(C1)OC=1N(N=CC1Br)C)C 5-(4-bromo-2-methyl-pyrazol-3-yl)oxy-2-methyl-piperidine-1-carboxylic acid tert-butyl ester